N-[(1S)-1-[5-(7-methoxy-2-methylquinolin-6-yl)-1H-imidazol-2-yl]-7-(1,3-oxazol-2-yl)-7-oxoheptyl]-2-(1H-pyrrol-1-yl)acetamide COC1=C(C=C2C=CC(=NC2=C1)C)C1=CN=C(N1)[C@H](CCCCCC(=O)C=1OC=CN1)NC(CN1C=CC=C1)=O